5-(8-((1S,2S)-2-(quinolin-7-yl)cyclopropyl)imidazo[1,2-b]pyridazin-6-yl)pyrimidine-2,4(1H,3H)-dione N1=CC=CC2=CC=C(C=C12)[C@@H]1[C@H](C1)C=1C=2N(N=C(C1)C=1C(NC(NC1)=O)=O)C=CN2